O1N=C(N=C1)CNC=1C(C(C1NCC1=CC=C(C=C1)C1=NOC(=N1)C(F)(F)Cl)=O)=O 3-(((1,2,4-oxadiazol-3-yl)methyl)amino)-4-((4-(5-(chlorodifluoromethyl)-1,2,4-oxadiazol-3-yl)benzyl)amino)cyclobut-3-ene-1,2-dione